CC(C)=C(C)O 2-METHYL-2-BUTENE-3-OL